C1(=CC=CC=C1)CSC1=C(C=NC=C1)Br 4-(phenylmethylthio)-3-bromopyridine